1-(2-chlorophenyl)-(R)-1-methoxymethoxypropyl-(R)-2-cyclohexylcarbamate ClC1=C(C=CC=C1)[C@@H]1[C@@H](CCCC1)N(C([O-])=O)C(CC)OCOC